N1=CC=C(C=C1)[C@H]1CN(CC1)C(=O)OC(C)(C)C tert-butyl (S)-3-(pyridin-4-yl)pyrrolidine-1-carboxylate